ClC1=CC=C(OC(C(O)C(C)(C)C)N2N=CN=C2)C=C1 β-(4-chlorophenoxy)-α-(1,1-dimethyl-ethyl)-1H-1,2,4-triazole-1-ethanol